OC1=C2N=CN(C2=NC(=N1)N1CCOCC1)C1CNC1 3-(6-hydroxy-2-morpholino-9H-purin-9-yl)azetidine